N[C@H](C(=O)O)CCCCC(=O)N(C)C (S)-2-amino-7-(dimethylamino)-7-oxoheptanoic acid